Heptyl propyl (7-(butoxy(propoxy)phosphoryl)heptyl)phosphonate C(CCC)OP(=O)(OCCC)CCCCCCCP(OCCCCCCC)(OCCC)=O